ClC1=NC(=CC=C1C(=O)OC(C)(C)C)N1N=C(C=C1)OCCC(C1CCC1)C1CCC1 tert-Butyl 2-chloro-6-[3-[3,3-di(cyclobutyl)propoxy]pyrazol-1-yl]pyridine-3-carboxylate